The molecule is a chondramide that is chondramide C in which the hydrogen at position 2 of the indole moiety is replaced by a chlorine. It is produced by strains of the myxobacterium, Chondromyces crocatus. It has a role as a bacterial metabolite and an antineoplastic agent. It is a chondramide, a member of indoles and a member of phenols. It derives from a chondramide C. C[C@H]1C/C(=C/[C@H]([C@H](OC(=O)C[C@@H](NC(=O)[C@H](N(C(=O)[C@@H](NC1=O)C)C)CC2=C(NC3=CC=CC=C32)Cl)C4=CC=C(C=C4)O)C)C)/C